(3S,4r,5R)-1-(2,6-difluoro-4-(prop-1-en-2-yl)phenethyl)piperidine-3,4,5-triol FC1=C(CCN2C[C@@H](C([C@@H](C2)O)O)O)C(=CC(=C1)C(=C)C)F